COC1=CC=C(CN2N=C(C3=C2C(NCC3)=O)C(=O)OCC)C=C1 Ethyl 1-(4-methoxybenzyl)-7-oxo-4,5,6,7-tetrahydro-1H-pyrazolo[3,4-c]pyridine-3-carboxylate